S1N=C(C2=C1C=CC=C2)N2CCN(CC2)CCN2C(N1C(C=C2)=NC(=C1)C1CC1)=O 6-[2-(4-benzo[d]isothiazol-3-yl-piperazin-1-yl)-ethyl]-2-cyclopropyl-6H-imidazo[1,2-c]pyrimidin-5-one